lauryl(dodecyl) ether C(CCCCCCCCCCC)OCCCCCCCCCCCC